1-bromo-4-(1,2-dichloroethyl)benzene BrC1=CC=C(C=C1)C(CCl)Cl